[N+](=O)([O-])C1=C(C(=O)[O-])C=CC=C1.[Zn+2].[N+](=O)([O-])C1=C(C(=O)[O-])C=CC=C1 zinc nitrobenzoate